(S)-3-(3-(1-amino-2,3-dihydro-1H-inden-5-yl)-5-(5-methyl-1,3,4-thiadiazol-2-yl)-3H-imidazo[4,5-b]pyridin-2-yl)pyridin-2-amine N[C@H]1CCC2=CC(=CC=C12)N1C(=NC=2C1=NC(=CC2)C=2SC(=NN2)C)C=2C(=NC=CC2)N